(+/-)-trans-methyl 3-((2-(5-fluoro-1-tosyl-1H-pyrrolo[2,3-b]pyridin-3-yl)-6-(1-methyl-1H-pyrrol-3-yl)pyrimidin-4-yl)amino)bicyclo[2.2.2]octane-2-carboxylate FC=1C=C2C(=NC1)N(C=C2C2=NC(=CC(=N2)NC2C(C1CCC2CC1)C(=O)OC)C1=CN(C=C1)C)S(=O)(=O)C1=CC=C(C)C=C1